ethyl hydrogen ((5-(4-(benzyloxy)pyridin-2-yl)-3-bromo-7-(3-(methylsulfonyl)propoxy)benzo[b]thiophen-2-yl)difluoromethyl)phosphonate C(C1=CC=CC=C1)OC1=CC(=NC=C1)C1=CC2=C(SC(=C2Br)C(F)(F)P(OCC)(O)=O)C(=C1)OCCCS(=O)(=O)C